C(C)OC(=O)C=1N=CNC1.OC1(CN(C1)C1=NC(=CC(=C1)C=1C=C(C=CC1C)NC(=O)N1C[C@@H](CC1)CC(F)(F)F)N1CCOCC1)C (3S)-N-[3-[2-(3-hydroxy-3-methylazetidin-1-yl)-6-(morpholin-4-yl)pyridin-4-yl]-4-methylphenyl]-3-(2,2,2-trifluoroethyl)pyrrolidine-1-carboxamide Ethyl-4-imidazolecarboxylate